N=1C=CN2N=CC(=CC21)O[C@H](C(=O)OCC)C ethyl (2S)-2-imidazo[1,2-b]pyridazin-7-yloxypropanoate